3-bromo-6-[2-methoxy-5-(6-methyl-2-pyridyl)-1H-imidazol-4-yl]quinoline BrC=1C=NC2=CC=C(C=C2C1)C=1N=C(NC1C1=NC(=CC=C1)C)OC